C1(=CC=CC=C1)CC(=O)NC=1C=C(C=C(C1)C(F)(F)F)NC(=O)[N-]C1=C[N+](=NO1)CC1CNCCC1 ((3-(2-phenylacetamido)-5-(trifluoromethyl)phenyl)carbamoyl)(3-(piperidin-3-ylmethyl)-1,2,3-oxadiazol-3-ium-5-yl)amide